4-[2-(dimethylamino)ethoxy]-6-[5-methyl-1-(1-propanoyl-4-piperidyl)triazol-4-yl]pyrazolo[1,5-a]pyridine-3-carbonitrile CN(CCOC=1C=2N(C=C(C1)C=1N=NN(C1C)C1CCN(CC1)C(CC)=O)N=CC2C#N)C